4-[6-Chloro-7-(tetramethyl-1,3,2-dioxaborolan-2-yl)-2-(trifluoromethyl)quinazolin-4-yl]piperazine-1-carboxylic acid tert-butyl ester C(C)(C)(C)OC(=O)N1CCN(CC1)C1=NC(=NC2=CC(=C(C=C12)Cl)B1OC(C(O1)(C)C)(C)C)C(F)(F)F